FC(S(=O)(=O)[O-])(F)F.OC=1C=CC(=C2C=CC=NC12)C=CC1=[N+](C2=CC=CC=C2C(=C1)C)C 2-[2-(8-Hydroxyquinolin-5-yl)-vinyl]-1,4-dimethylquinolinium trifluoromethanesulfonate